2,6-dihydroxy-5'-methyl-4-pentyl-N-(1-(trifluoromethyl)cyclopentyl)-1',2',3',4'-tetrahydro-[1,1'-biphenyl]-3-carboxamide OC1=C(C(=CC(=C1C(=O)NC1(CCCC1)C(F)(F)F)CCCCC)O)C1CCCC(=C1)C